FC(OC1=CC=C(C=C1)[C@@H]1CC[C@H](CC1)OC=1N=NNC1C(=O)OCOC(C(C)C)=O)(F)F (isobutyryloxy)methyl 4-(((trans)-4-(4-(trifluoromethoxy)phenyl)cyclohexyl)oxy)-1H-1,2,3-triazole-5-carboxylate